4-fluoro-6-(trifluoromethyl)-1,3-dihydro-2H-benzo[d]imidazol-2-one FC1=CC(=CC=2NC(NC21)=O)C(F)(F)F